N,N,N',N'-tetramethyl-1,4-butanediamine CN(CCCCN(C)C)C